2-(5-(3-(5-(tert-Butyl)isoxazol-3-yl)ureido)benzofuran-2-carbonyl)-4-(piperidin-1-ylmethyl)-1H-indol-5-yl [1,4'-bipiperidine]-1'-carboxylate bis(2,2,2-trifluoroacetate) FC(C(=O)O)(F)F.FC(C(=O)O)(F)F.N1(CCCCC1)C1CCN(CC1)C(=O)OC=1C(=C2C=C(NC2=CC1)C(=O)C=1OC2=C(C1)C=C(C=C2)NC(=O)NC2=NOC(=C2)C(C)(C)C)CN2CCCCC2